4-{3-[3-Chloro-5-({[(7-cyclopentylpyrazolo[1,5-a]pyrimidin-6-yl)amino]carbonyl}amino)pyridin-2-yl]-1,2,4-oxadiazol-5-yl}butanoic acid ClC=1C(=NC=C(C1)NC(=O)NC=1C=NC=2N(C1C1CCCC1)N=CC2)C2=NOC(=N2)CCCC(=O)O